di(9-decenyl)-tetramethyl-disiloxane C(CCCCCCCC=C)[Si](O[Si](C)(C)C)(C)CCCCCCCCC=C